COC(CNC)=O methyl-N-methylaminoacetate